(1-(benzylamino)cyclopropyl)methanol C(C1=CC=CC=C1)NC1(CC1)CO